[Na].[K] kalium-sodium